((2-chloro-4-(trifluoromethyl)phenoxy)methyl)-N-methoxy-N-methylbenzamide ClC1=C(OCC2=C(C(=O)N(C)OC)C=CC=C2)C=CC(=C1)C(F)(F)F